NC1=C(C=NC(=C1)Cl)C(=O)OCC ethyl 4-amino-6-chloro-pyridine-3-carboxylate